Cl.FC1CNCCC1N1N=NC(=C1)C1=CC=NC=C1 4-(1-(3-fluoropiperidin-4-yl)-1H-1,2,3-triazol-4-yl)pyridine hydrochloride